FC(OC=1C=C(C=CC1)N1C(N(C2=C1C=CC(=C2)C(=O)NC2(CS(C2)(=O)=O)C)CC(C)(C)O)=O)F 1-(3-(difluoromethoxy)phenyl)-3-(2-hydroxy-2-methylpropyl)-N-(3-methyl-1,1-dioxothietan-3-yl)-2-oxo-2,3-dihydro-1H-benzo[d]imidazole-5-carboxamide